COC(=O)C1=C(NC(=C(C1C1=C(C=CC=C1)Cl)C(=O)O)C)COCC[N+](=O)[O-] 6-methyl-2-(2-nitroethoxy)methyl-4-(2-chlorophenyl)-1,4-dihydro-3,5-pyridinedicarboxylic acid methyl ester